2-(difluoromethoxy)-4-[4-(difluoromethoxy)-2-methyl-6-(2-methyltriazol-4-yl)indazol-3-yl]-6-methoxybenzoic acid FC(OC1=C(C(=O)O)C(=CC(=C1)C=1N(N=C2C=C(C=C(C12)OC(F)F)C1=NN(N=C1)C)C)OC)F